ClC1=CC(=C(C=C1C(F)(F)F)NS(=O)(=O)C=1C=C(C(=O)O)C=CC1CC)N1C=CC=C1 3-(N-(4-chloro-2-(pyrrol-1-yl)-5-(trifluoromethyl)phenyl)sulfamoyl)-4-ethyl-benzoic acid